5-Bromo-6-cyclobutoxy-2-(tetrahydro-2H-pyran-3-yl)-2H-pyrazolo[3,4-b]pyridine BrC1=CC=2C(N=C1OC1CCC1)=NN(C2)C2COCCC2